tert-butyl (R)-pyrrolidin-3-ylmethylcarbamate N1C[C@@H](CC1)CNC(OC(C)(C)C)=O